CN1C(N(CC1)C)=O 1,3-dimethyl-2-tetrahydroimidazolone